CNC=C N-methyl-N-ethenylamine